COC(=O)C1=C(C=C2N=CC=3N(C2=C1)C(=NC3)NC(=O)OC(C)(C)C)C#N (tert-butoxy(carbonyl)amino)-7-cyanoimidazo[1,5-a]quinoxaline-8-carboxylic acid methyl ester